N-((4-chloropyridin-2-yl)methyl)-1-((6-cyclopropylimidazo[1,2-a]pyridin-2-yl)methyl)-1H-1,2,3-triazole-4-carboxamide ClC1=CC(=NC=C1)CNC(=O)C=1N=NN(C1)CC=1N=C2N(C=C(C=C2)C2CC2)C1